CC1=NN(C=C1)CCOCCN 2-(2-(3-methyl-1H-pyrazol-1-yl)ethoxy)ethan-1-amine